4-(4-methylphenyl)-5-methyl-thiazole CC1=CC=C(C=C1)C=1N=CSC1C